C(C)C=1C(=CC(=NC1)C)C(=O)O 5-ethyl-2-methyl-pyridine-4-carboxylic acid